FC1=CC=CC2=C1N=C(S2)[C@H]2N(CCC1=C2N=CN1)C(=O)C1=CN=C(O1)C(C)(C)O (S)-(4-(4-fluorobenzo[d]thiazol-2-yl)-6,7-dihydro-1H-imidazo[4,5-c]pyridin-5(4H)-yl)(2-(2-hydroxypropan-2-yl)oxazol-5-yl)methanone